(1R,4R)-2-((4'-chloro-5,5-dimethyl-3,4,5,6-tetrahydro-[1,1'-Biphenyl]-2-yl)methyl)-2,5-diazabicyclo[2.2.1]heptane ClC1=CC=C(C=C1)C1=C(CCC(C1)(C)C)CN1[C@H]2CN[C@@H](C1)C2